2-amino-4-oxo-valeric acid NC(C(=O)O)CC(C)=O